FC1([C@@H]([C@@H](N(C1)C(=O)C1(CC1)C)CC1=C(C(=CC=C1)C1=NC(=CC=C1)C)F)NS(=O)(=O)CC)F N-[(2S,3R)-4,4-difluoro-2-{[2-fluoro-3-(6-methylpyridin-2-yl)phenyl]methyl}-1-(1-methylcyclopropane-1-carbonyl)pyrrolidin-3-yl]ethanesulfonamide